bis(3,5-dimethylphenyl)chlorophosphine CC=1C=C(C=C(C1)C)P(Cl)C1=CC(=CC(=C1)C)C